S(=O)(=O)([O-])[O-].[Na+].C(C)(=O)O.[Na+] sodium acetate sodium sulfate